perfluorosulfonyl ethoxypropyl-vinyl ether C(C)OCCCC=COS(=O)(=O)F